tert-butyl 3-3-azabicyclo[3.1.0]hexane-3-carbonyl-4H,5H,6H,7H-pyrazolo[1,5-a]pyrazine-5-carboxylate C12CN(CC2C1)C(=O)C=1C=NN2C1CN(CC2)C(=O)OC(C)(C)C